N1(CCCC1)C(=O)O (3S,4S)-1-pyrrolidinecarboxylic acid